N1,N1-dimethyl-1,3-propanediamine CN(CCCN)C